5-(1-benzyl-1H-pyrazol-4-yl)-1-methyl-4-(o-tolyl)pyridin-2(1H)-one C(C1=CC=CC=C1)N1N=CC(=C1)C=1C(=CC(N(C1)C)=O)C1=C(C=CC=C1)C